4-methoxy-benzyl alcohol COC1=CC=C(CO)C=C1